4-((1-(tert-butoxycarbonyl)azetidin-3-yl)amino)-2-(methylthio)pyrimidine-5-carboxylic acid ethyl ester C(C)OC(=O)C=1C(=NC(=NC1)SC)NC1CN(C1)C(=O)OC(C)(C)C